BrC=1C=CC=2C3=C(NC2C1)C=CN=C3NCCCN3CCCCC3 7-bromo-N-(3-(piperidin-1-yl)propyl)-5H-pyrido[4,3-b]indol-1-amine